N-(8-cyano-2-oxo-3,4-dihydro-1H-quinolin-6-yl)-3-ethyl-pyridine-4-carboxamide C(#N)C=1C=C(C=C2CCC(NC12)=O)NC(=O)C1=C(C=NC=C1)CC